(R)-8-(4-(4-(7-amino-5-azaspiro[2.4]heptan-5-yl)butanoyl)piperazin-1-yl)-9-ethyl-6,6-dimethyl-11-oxo-6,11-dihydro-5H-benzo[b]carbazole-3-carbonitrile N[C@H]1CN(CC12CC2)CCCC(=O)N2CCN(CC2)C=2C(=CC1=C(C(C=3NC4=CC(=CC=C4C3C1=O)C#N)(C)C)C2)CC